2-[(4-chlorophenyl)methyl]-5-[(3,5-difluorophenyl)methyl]-1-methyl-6,7-dihydro-4H-pyrazolo[4,3-c]pyridin-3-one ClC1=CC=C(C=C1)CN1N(C2=C(CN(CC2)CC2=CC(=CC(=C2)F)F)C1=O)C